ClC=1C=C(C=CC1[C@@H](CO)NC(=O)C=1N(C2=CC=C(C(=C2C1)Cl)OC)C)CC(=O)O 2-{3-chloro-4-[(1S)-1-[(4-chloro-5-methoxy-1-methyl-1H-indol-2-yl)formamido]-2-hydroxyethyl]phenyl}acetic acid